NC1CCN(CC1)C1=NC(=C2N=CN(C2=N1)C(C)C)NCC=1C(=NC=CC1)C=1C=NC(=CC1)OC(F)F 2-(4-aminopiperidin-1-yl)-N-((6'-(difluoromethoxy)-[2,3'-bipyridin]-3-yl)methyl)-9-isopropyl-9H-purin-6-amine